(4S)-5,5-difluoro-1-[(1S,2R)-2-methoxycyclohexyl]-3-(trifluoromethyl)-4,6-dihydrocyclopenta[c]pyrazol-4-ol FC1([C@H](C2=C(N(N=C2C(F)(F)F)[C@@H]2[C@@H](CCCC2)OC)C1)O)F